Methyl 4-cyclopropyl-2-methylpyridine-3-carboxylate C1(CC1)C1=C(C(=NC=C1)C)C(=O)OC